CC1=C(C(=O)C=2C=C3C=4C=C(C=CC4N(C3=CC2)CC)C(C(CC2CCCC2)=O)=O)C=CC=C1 1-(6-o-methylbenzoyl-9-ethylcarbazol-3-yl)-(3-cyclopentyl)-propane-1,2-dione